ClC1=CC(=NC(=C1)NC1=C(C=CC=C1)C)C(=O)NC1CC2=CC=CC=C2C1 4-chloro-N-(2,3-dihydro-1H-inden-2-yl)-6-(o-tolylamino)picolinamide